CC1(C(C1)C(C)CC=C(C)C)CO [1-methyl-2-(5-methylhex-4-en-2-yl)cyclopropyl]-methanol